ClC1=C(C=2N=C(N=C(C2C(=N1)C)N1CC(CCC1)(F)F)SC)F 7-chloro-4-(3,3-difluoropiperidin-1-yl)-8-fluoro-5-methyl-2-(methylthio)pyrido[4,3-d]pyrimidine